CC1=CNC2=NC=C(C=C21)C2=CC(=C1CCN(CC1=C2)C(=O)OC)[C@H]2NCCC2 methyl (S)-7-(3-methyl-1H-pyrrolo[2,3-b]pyridin-5-yl)-5-(pyrrolidin-2-yl)-3,4-dihydroisoquinoline-2(1H)-carboxylate